C(C=C)OC(C(=O)OCC=C)=O Oxalic acid diallyl ester